5-[2,2-Dimethyl-1-(2-pyridyl)propoxy]-7-[5-methyl-1-(4-piperidyl)triazol-4-yl]imidazo[1,2-a]pyridine-3-carbonitrile HCl Cl.CC(C(OC1=CC(=CC=2N1C(=CN2)C#N)C=2N=NN(C2C)C2CCNCC2)C2=NC=CC=C2)(C)C